FC(F)(F)OC(=C(F)F)F trifluorovinyl trifluoromethyl ether